COC1C(C2OC(OCC2OC1C(=O)O)(C)C)N1N=NC(=C1)C1=CC(=C(C(=C1)F)F)F 7-methoxy-2,2-dimethyl-8-(4-(3,4,5-trifluorophenyl)-1H-1,2,3-triazol-1-yl)hexahydropyrano[3,2-d][1,3]dioxine-6-carboxylic acid